N-(3-methyl-1,1-dioxo-thietan-3-yl)-6-[[3-(2,2,2-trifluoroethoxy)-2-pyridyl]oxy]-1,3-benzothiazole-2-carboxamide CC1(CS(C1)(=O)=O)NC(=O)C=1SC2=C(N1)C=CC(=C2)OC2=NC=CC=C2OCC(F)(F)F